BrC=1C(=C2C(=CC1)[C@]1(CCC23SCCS3)NC(OC1)=O)F (S)-6'-bromo-5'-fluoro-2',3'-dihydrodispiro[oxazolidine-4,1'-naphthalene-4',2''-[1,3]dithiolan]-2-one